5-ethynyl-6-fluoro-4-(2-(((2R,7aS)-2-fluorotetrahydro-1H-pyrrolizin-7a(5H)-yl)methoxy)-4-(((S)-2-hydroxypropyl)amino)-5-isopropoxypyrido[4,3-d]pyrimidin-7-yl)naphthalen-2-ol C(#C)C1=C2C(=CC(=CC2=CC=C1F)O)C1=CC=2N=C(N=C(C2C(=N1)OC(C)C)NC[C@H](C)O)OC[C@]12CCCN2C[C@@H](C1)F